2-phenylazetidin C1(=CC=CC=C1)C1NCC1